N-[3-amino-6-(2-chloro-5-fluorophenyl)-2-methyl-8-oxo-7,8-dihydro-6H-pyrrolo[4,3-g]indazol-5-yl]-5-fluoro-3-(trifluoromethyl)benzamide methyl-4-amino-3-methyl-benzene-1,2-dicarboxylate COC(=O)C=1C(=C(C(=CC1)N)C)C(=O)O.NC=1N(N=C2C3=C(C(=CC12)NC(C1=CC(=CC(=C1)F)C(F)(F)F)=O)C(NC3=O)C3=C(C=CC(=C3)F)Cl)C